tert-butyl (3-(2-(2-aminoethoxy) ethoxy) propanoyl)-L-tyrosinate NCCOCCOCCC(=O)N[C@@H](CC1=CC=C(C=C1)O)C(=O)OC(C)(C)C